cerium cerous sulfate S(=O)(=O)([O-])[O-].[Ce+3].[Ce+3].S(=O)(=O)([O-])[O-].S(=O)(=O)([O-])[O-]